C1(CC1)C1=CC=C(C=N1)C1=NOC(=C1COC1=CC=C(C=N1)C(=O)NC1CCOCC1)C 6-((3-(6-cyclopropyl-3-pyridinyl)-5-methyl-isoOxazol-4-yl)methoxy)-N-tetrahydropyran-4-yl-pyridine-3-carboxamide